3-aminoethyl-1,6-diaminohexane NCCC(CCN)CCCN